NC=1SC2=C(N1)C(=C(C=C2)F)C=2C(=CC=1C3=C(C=NC1C2F)N(C([C@@H]2N3C[C@H](N(C2)C=C(C)F)C)=O)C)Cl (2R,4aR,10S)-10-(2-amino-5-fluorobenzo[d]thiazol-4-yl)-11-chloro-9-fluoro-3-(2-fluoropropenyl)-2,6-dimethyl-2,3,4,4a-tetrahydro-1H-pyrazino[1',2':4,5]pyrazino[2,3-c]quinolin-5(6H)-one